6-((3,4-dihydroisoquinolin-2(1H)-yl)methyl)-5-fluoro-N-hydroxynicotinamide C1N(CCC2=CC=CC=C12)CC1=NC=C(C(=O)NO)C=C1F